(2S)-N,N-BIS(4-METHOXYBENZYL)-1-OXO-5-HEXENE-2-SULFONAMIDE COC1=CC=C(CN(S(=O)(=O)[C@H](C=O)CCC=C)CC2=CC=C(C=C2)OC)C=C1